C1(CC1)S(=O)(=O)C=1N=C2N(N1)[C@@H](C[C@@H]2F)C2=C(C=CC=C2)F (5S,7S)-2-cyclopropylsulfonyl-7-fluoro-5-(2-fluorophenyl)-6,7-dihydro-5H-pyrrolo[1,2-b][1,2,4]triazole